1-((3S,5S,8R,9S,10R,13R,14S,17R)-5,14-dihydroxy-10,13-dimethyl-17-(2-oxo-2H-pyran-5-yl)hexadecahydro-1H-cyclopenta[a]phenanthren-3-yl)-3-(2-(pyrrolidin-1-yl)ethyl)urea O[C@]12C[C@H](CC[C@@]2([C@H]2CC[C@@]3([C@H](CC[C@@]3([C@@H]2CC1)O)C=1C=CC(OC1)=O)C)C)NC(=O)NCCN1CCCC1